5-chloro-3-methyl-8-(4-(trifluoromethyl)phenyl)pyrido[4,3-d]pyrimidin-4(3H)-one ClC1=NC=C(C=2N=CN(C(C21)=O)C)C2=CC=C(C=C2)C(F)(F)F